2-methyl-N-(trans-1-oxo-3-thietanyl)-benzamide CC1=C(C(=O)NC2CS(C2)=O)C=CC=C1